FC(C(C(=O)OC(C(C(F)F)(F)F)=O)(F)F)F tetrafluoropropionic anhydride